F\C(=C/C1=C(C=CC=C1)C)\[N+](=O)[O-] (Z)-1-(2-fluoro-2-nitrovinyl)-2-methylbenzene